diphenyldimethoxyacetophenone C1(=CC=CC=C1)C1=C(C=CC=C1)C(C(OC)(OC)C1=CC=CC=C1)=O